C(C(C)(C)C)(=O)\N=C(\C(C)(C)C)/[O-].CC(C)(/C(=C/C(C(C)(C)C)=O)/[O-])C.CC(C)(/C(=C/C(C(C)(C)C)=O)/[O-])C.[Mn+3] manganese(III) bis((Z)-2,2,6,6-tetramethyl-5-oxohept-3-en-3-olate) (Z)-N-pivaloylpivalimidate